FC1=CC=C(C=C1)[C@@H](C)NC1=CC=C(C=N1)C=1C=NC=C(C1)N(C)C (R)-N6'-(1-(4-fluorophenyl)ethyl)-N5,N5-dimethyl-[3,3'-bipyridine]-5,6'-diamine